NC1=NC=C(C2=C1C=NN2C2OCCCC2)NC(=O)C(=O)N(CC2=C(C=CC=C2)C)CC2CC2 N-(4-amino-1-tetrahydropyran-2-yl-pyrazolo[4,3-c]pyridin-7-yl)-N'-(cyclopropylmethyl)-N'-(o-tolylmethyl)oxamide